3-[6-(2-chloro-4-fluoro-phenyl)-3-(1-methyltriazolo[4,5-c]pyridin-7-yl)-2,4-dioxo-thieno[3,2-d]pyrimidin-1-yl]propionitrile ClC1=C(C=CC(=C1)F)C1=CC=2N(C(N(C(C2S1)=O)C=1C2=C(C=NC1)N=NN2C)=O)CCC#N